benzyl 4-((4-(3-methoxy-4-nitrophenyl)piperazin-1-yl)methyl)piperidin-1-carboxylate COC=1C=C(C=CC1[N+](=O)[O-])N1CCN(CC1)CC1CCN(CC1)C(=O)OCC1=CC=CC=C1